C1(=CC=CC=C1)C1=NC(=NC(=N1)C1=CC=CC=C1)C1=C(C=CC=C1)C=1C(=CC=CC1)C1=C(C=C(C=C1)C1=CC=C(C=C1)C#N)B1OC(C(O1)(C)C)(C)C 2-(4,6-diphenyl-1,3,5-triazin-2-yl)-2''-(4,4,5,5-tetramethyl-1,3,2-dioxaborolan-2-yl)-[1,1':2',1'':4'',1'''-quaterphenyl]-4'''-carbonitrile